5-(3-(1-(((3R,4R)-3,4-Difluorocyclopentyl)methyl)-1H-pyrazol-4-yl)-5-fluoropyridin-2-yl)-1,2-dimethyl-1H-benzo[d]imidazol F[C@@H]1CC(C[C@H]1F)CN1N=CC(=C1)C=1C(=NC=C(C1)F)C1=CC2=C(N(C(=N2)C)C)C=C1